C1(CCCC1)C1=CC(=C2C=NC(=NN21)N[C@H]2[C@@H](CSCC2)O)F (3S,4R)-4-((7-cyclopentyl-5-fluoropyrrolo[2,1-f][1,2,4]triazin-2-yl)amino)tetrahydro-2H-thiopyran-3-ol